ClS(=O)(=O)C1=CC2=C(C=N1)C=C(O2)C(=O)OCC ethyl 6-chlorosulfonyl-furo[3,2-c]pyridine-2-carboxylate